ClC1=NC=C(C(=O)NOCC)C(=C1)NC1=C(C(=CC=C1)C1=NC=C(C=N1)C)OC ls-6-chloro-N-ethoxy-4-((2-methoxy-3-(5-methylpyrimidin-2-yl)phenyl)amino)nicotinamide